COC1=C(C=CC=C1)C=1CC=NCC1 4-(2-methoxyphenyl)-3,6-dihydropyridin